FC(C(CCS(=O)(=O)C)C1=CC=C(C=C1)N1N=CC(=C1)C1=NC=2C(=NC=CC2)N1)(F)F (1-(4-(1,1,1-trifluoro-4-(methylsulfonyl)butan-2-yl)phenyl)-1H-pyrazol-4-yl)-3H-imidazo[4,5-b]pyridine